C1(CCCC1)C=1NC(=NN1)C(C(=O)NC1=CC=C(C=C1)C=1C(=NNC1C)C)C(C1CC1)C1CC1 2-(5-cyclopentyl-4H-1,2,4-triazol-3-yl)-3,3-dicyclopropyl-N-[4-(3,5-dimethyl-1H-pyrazol-4-yl)phenyl]propanamide